(benzyloxy)-7-cyano-2-methylbenzofuran-3-carboxamide C(C1=CC=CC=C1)OC1=CC=C(C2=C1C(=C(O2)C)C(=O)N)C#N